7-bromo-6-fluoro-2-methyl-5H-pyrazolo[4,3-C]quinolin-4-one BrC=1C=CC=2C=3C(C(NC2C1F)=O)=CN(N3)C